[N+](=O)([O-])C=1C=CC(=NC1NC1=CC(=NC=C1)NC(=O)C1COCCC1)N1CCN(CC1)C(=O)OC(C)(C)C tert-butyl 4-[5-nitro-6-[[2-(tetrahydropyran-3-carbonylamino)-4-pyridyl]amino]-2-pyridyl]piperazine-1-carboxylate